(S)-tert-butyl (1-(isopropylamino)-1-oxo-6-(2,4,5-trimethyl-3,6-dioxocyclohexa-1,4-dien-1-yl)hexan-2-yl)carbamate C(C)(C)NC([C@H](CCCCC1=C(C(C(=C(C1=O)C)C)=O)C)NC(OC(C)(C)C)=O)=O